5-bromo-7-iodo-1H-benzo[d]imidazole BrC1=CC2=C(NC=N2)C(=C1)I